N-[4-(1r,4r)-[[2-[2-[(4-Aminocyclohexyl)amino]pyrimidin-4-yl]-3-pyridyl]oxy]-3-fluoro-phenyl]2-chlorobenzenesulfonamide NC1CCC(CC1)NC1=NC=CC(=N1)C1=NC=CC=C1OC1=C(C=C(C=C1)NS(=O)(=O)C1=C(C=CC=C1)Cl)F